4,7,8-trimethyl-6-nitro-1H-quinolin-2-one CC1=CC(NC2=C(C(=C(C=C12)[N+](=O)[O-])C)C)=O